C(C)N1CCN(CC1)C(=O)C=1N=C(SC1)C=1C=NN(C1)C1=CC=CC=C1 1-ethyl-4-[2-(1-phenyl-1H-pyrazol-4-yl)-1,3-thiazole-4-carbonyl]piperazine